N1(CCCCCC1)CCN1CCOC2=C(C1=O)C=CC=C2 4-(2-(azepan-1-yl)ethyl)-3,4-dihydrobenzo[f][1,4]oxazepin-5(2H)-one